1-cyclopropyl-piperidine-4-carboxamide C1(CC1)N1CCC(CC1)C(=O)N